NCC=1C=C(C=CC1)C=1C=CC2=C(C(=C(O2)C(C)C)COC2=C(C=CC(=C2)OC)CC(=O)OCC)C1 ethyl 2-(2-((5-(3-(aminomethyl)phenyl)-2-isopropylbenzofuran-3-yl)methoxy)-4-methoxyphenyl)acetate